3-{5-[(R)-(1,3-dimethyl-azetidin-3-yl)-hydroxy-(4-isopropyl-phenyl)-methyl]-pyridin-3-yl}-1-(1,3-dimethyl-1H-pyrazol-4-yl)-propan-1-ol CN1CC(C1)(C)[C@@](C=1C=C(C=NC1)CCC(O)C=1C(=NN(C1)C)C)(C1=CC=C(C=C1)C(C)C)O